CC=1N=C(SC1C(=O)OCCC)NC(CCNC1=NC=CC2=CC=C(C=C12)C1=NOC(=N1)C)=O Propyl 4-methyl-2-(3-((7-(5-methyl-1,2,4-oxadiazol-3-yl)isoquinolin-1-yl)amino)propanamido)thiazole-5-carboxylate